neopentyl glycol di-isostearate C(CCCCCCCCCCCCCCC(C)C)(=O)OCC(C)(COC(CCCCCCCCCCCCCCC(C)C)=O)C